bisdecanyl-dimethylammonium chloride [Cl-].C(CCCCCCCCC)[N+](C)(C)CCCCCCCCCC